O=C1C=CN=CN1 6-oxo-1,6-dihydro-pyrimidine